Cl.NC=1C=CC(=NC1C)C=1N=NN(C1NC(O[C@H](C)C=1C(=NC=C(C1)F)F)=O)C (R)-1-(2,5-difluoropyridin-3-yl)ethyl (4-(5-amino-6-methylpyridin-2-yl)-1-methyl-1H-1,2,3-triazol-5-yl)carbamate hydrogen chloride